3-(1,1-Difluoro-1-(4-methyl-4H-1,2,4-triazol-3-yl)propan-2-yl)aniline FC(C(C)C=1C=C(N)C=CC1)(C1=NN=CN1C)F